2,2'-((thiobis(2,6-bis(naphthalen-1-yl)-4,1-phenylene))bis(oxy))bis(ethan-1-ol) S(C1=CC(=C(C(=C1)C1=CC=CC2=CC=CC=C12)OCCO)C1=CC=CC2=CC=CC=C12)C1=CC(=C(C(=C1)C1=CC=CC2=CC=CC=C12)OCCO)C1=CC=CC2=CC=CC=C12